N1CCCC12COCC2 7-oxa-1-azaspiro[4.4]nonane